(2S)-2-amino-2-methyl-3-phenyl-propionic acid N[C@](C(=O)O)(CC1=CC=CC=C1)C